2-Amino-4-(2-pyridinyl)-pyrimidine NC1=NC=CC(=N1)C1=NC=CC=C1